C(C)C=1C2=C(B(N(N1)C1=CC(=CC=C1)SC)O)C=CC=C2 4-ethyl-2-(3-(methylthio)phenyl)benzo[d][1,2,3]diazaborinin-1(2H)-ol